N[C@H](C)C1CCC(CC1)NC=1C=C(C=CC1C(F)(F)F)C1=NNC(O1)=O 5-[3-{[(1R,4r)-4-(1-aminoethyl)cyclohexyl]amino}-4-(trifluoromethyl)phenyl]-1,3,4-oxadiazol-2(3H)-one